ClC1=CC=NC2=CC(=NC=C12)Cl 4,7-dichloro-1,6-Naphthyridine